(2S)-2-[(tert-Butoxycarbonyl)amino]-3-[4-(isobutanoylamino)phenyl]propanamide C(C)(C)(C)OC(=O)N[C@H](C(=O)N)CC1=CC=C(C=C1)NC(C(C)C)=O